FC=1C=C2C(=NC(=NC2=CC1C1=CC=CC=2CCCCC12)OC[C@H]1N(CCC1)C)N1[C@H](CN(CC1)C(C=C)=O)C 1-((S)-4-(6-fluoro-2-(((S)-1-methylpyrrolidin-2-yl)methoxy)-7-(5,6,7,8-tetrahydronaphthalen-1-yl)quinazolin-4-yl)-3-methylpiperazin-1-yl)prop-2-en-1-one